FC=1C(=NC(=NC1)NC1CCN(CC1)C(C)=O)N1CC(CCC1)C1=CC(=NC=C1)OC 1-(4-((5-fluoro-4-(3-(2-methoxypyridin-4-yl)piperidin-1-yl)pyrimidin-2-yl)amino)piperidin-1-yl)ethan-1-one